N-(6-(5-chloro-6-fluoro-7-(methyl(2-(methylamino)ethyl)amino)-1H-indazol-4-yl)benzo[d]thiazol-2-yl)-2-fluorocyclopropane-1-carboxamide ClC=1C(=C2C=NNC2=C(C1F)N(CCNC)C)C1=CC2=C(N=C(S2)NC(=O)C2C(C2)F)C=C1